OCCCN1C(N(C=2N=C(N(C2C1=O)CC1=CC=C(C=C1)C(F)(F)F)C1(CCC(CC1)(F)F)F)C)=O 1-(3-Hydroxypropyl)-3-methyl-8-(1,4,4-trifluorocyclohexyl)-7-(4-(trifluoromethyl)benzyl)-3,7-dihydro-1H-purine-2,6-dione